1-(4-(4-benzisothiazolyl)piperazin-1-yl)butyl-2H-benzotriazol hydrochloride Cl.S1N=CC2=C1C=CC=C2N2CCN(CC2)C(CCC)N2N=C1C(=N2)C=CC=C1